C(CCCCCCC)C(C(O)=S)CCCCCC.C(CCCCCCC)(=S)OCCCCCCCC octyl thiooctanoate (Octyl octanethioate)